2-(1-(2-(2,6-dioxopiperidin-3-yl)-1,3-dioxoisoindolin-5-yl)piperidin-4-yl)-N-(5-(4-((7-ethyl-6-oxo-5,6-dihydro-1,5-naphthyridin-3-yl)methyl)piperazin-1-yl)pyridin-2-yl)acetamide O=C1NC(CCC1N1C(C2=CC=C(C=C2C1=O)N1CCC(CC1)CC(=O)NC1=NC=C(C=C1)N1CCN(CC1)CC=1C=NC=2C=C(C(NC2C1)=O)CC)=O)=O